NC=1C=C(C=CC1NCC1=CC=C(C=C1)F)S(=O)(=O)NC1(CC1)C 3-amino-4-[(4-fluorophenyl)methylamino]-N-(1-methylcyclopropyl)benzenesulfonamide